C(CCC)C1CN=CC=2N1N=NC2Br 7-butyl-3-bromo-6,7-dihydro-[1,2,3]triazolo[1,5-a]pyrazine